tert-butyl (S)-20-(4-(((2-amino-4-hydroxypteridin-6-yl)methyl)amino)benzamido)-4-(2-hydroxyethyl)-17-oxo-7,10,13-trioxa-4,16-diazahenicos-1-yn-21-oate NC1=NC2=NC=C(N=C2C(=N1)O)CNC1=CC=C(C(=O)N[C@@H](CCC(NCCOCCOCCOCCN(CC#C)CCO)=O)C(=O)OC(C)(C)C)C=C1